Cl.CC1=C(OCC(C)NCC)C(=CC=C1)C 1-(2,6-dimethylphenoxy)-2-ethylaminopropane hydrochloride